ClC=1C=CSC1[Si](C(C)C)(C(C)C)C(C)C 4-chloro-5-(triisopropylsilyl)thiophen